FC1=C(C=CC(=C1F)C1CCC(CC1)CCCCC)O 2,3-difluoro-4-(4-pentylcyclohexyl)phenol